FC(C1=CC=C(C\C=C\2/CN(C\C(\C2=O)=C/CC2=CC=C(C=C2)C(F)(F)F)C(CCCC(=O)NC2=CCC(C=C2)=S(=O)=O)=O)C=C1)(F)F 5-(3,5-Bis((E)-4-trifluoromethyl-benzylmethylene)-4-oxopiperidin-1-yl)-5-oxo-N-(4-sulfonylphenyl)pentanamide